3'-fluoro-N-(5-(((1r,4r)-4-hydroxycyclohexyl)methoxy)-1,3,4-thiadiazol-2-yl)-5'-methoxy-2',6-dimethyl-[4,4'-bipyridine]-3-carboxamide FC=1C(=NC=C(C1C1=C(C=NC(=C1)C)C(=O)NC=1SC(=NN1)OCC1CCC(CC1)O)OC)C